CC1N(CCC(C1)C(=O)NC=1N=CC2=CC=C(C=C2C1)C1=CN=CN1C)C1CCNCC1 methyl-N-(6-(1-methyl-1H-imidazol-5-yl)isoquinolin-3-yl)-[1,4'-bipiperidine]-4-carboxamide